The molecule is a phenolate anion resulting from the deprotonation of the 7-hydroxy group orlandin. It is the major microspecies at pH 7.3. It is a conjugate base of an orlandin. CC1=CC(=C(C2=C1C(=CC(=O)O2)OC)C3=C(C=C(C4=C3OC(=O)C=C4OC)C)[O-])O